CC1(OCCCN(C1)C1=CC=CC(=N1)C1=NC2=CC(=NC=C2C=C1)CNC(C1=CC(=C(C=C1)C)S(=O)(=O)C)=O)C N-((2-(6-(2,2-dimethyl-1,4-oxazepan-4-yl)pyridin-2-yl)-1,6-naphthyridin-7-yl)methyl)-4-methyl-3-(methylsulfonyl)benzamide